1-(cyanoethyl)pyrrole C(#N)CCN1C=CC=C1